NCCNCCC[Si](C)(C)C 3-(2-aminoethylamino)propyl-methyl-dimethyl-silane